COCCC=C(C(=O)[O-])C#N methoxyethyl-cyanoacrylate